N-methyl-6-[3-(6-methyl-2-pyridyl)-1H-pyrazol-4-yl]-N-(2-morpholinoethyl)-1,5-naphthyridin-4-amine CN(C1=CC=NC2=CC=C(N=C12)C=1C(=NNC1)C1=NC(=CC=C1)C)CCN1CCOCC1